C(C)(C)(C)OC(=O)N1CCN(CC1)CCCOC1=CC=C(/C=C/C=2C=C3C(=CC=NC3=CC2)C(=O)OC)C=C1 methyl (E)-6-(4-(3-(4-(tert-butoxycarbonyl)piperazin-1-yl)propoxy)styryl)quinoline-4-carboxylate